C(C)(C)C=1C(=NNC1C=1C=C(C=2N(C1)N=CN2)OC)C=2SC(=CN2)N2[C@H]1CN([C@@H](C2)C1)CCC 2-(4-isopropyl-5-(8-methoxy-[1,2,4]triazolo[1,5-a]pyridin-6-yl)-1H-pyrazol-3-yl)-5-((1R,4R)-5-propyl-2,5-diazabicyclo[2.2.1]hept-2-yl)thiazole